ClC1=CC=C(C=C1)C=1N=CN(C1C1=CC=NC=C1)CC(=O)NC1COC2(CN(C2)C(=O)OC(C)(C)C)C1 tert-butyl 7-{2-[4-(4-chlorophenyl)-5-(pyridin-4-yl)-1H-imidazol-1-yl] acetamido}-5-oxa-2-azaspiro[3.4]octane-2-carboxylate